C(C1=CC=CC=C1)NC(N(C1=NC=C(C=C1)C=1C=NN(C1)C)[C@@H]1CC[C@H](CC1)NC1=NC=C(C(=N1)C=1C=CC2=C(N=C(O2)C)C1)C#N)=O 3-benzyl-1-(trans-4-((5-cyano-4-(2-methyl-1,3-benzoxazol-5-yl)pyrimidin-2-yl)amino)-cyclohexyl)-1-(5-(1-methyl-1H-pyrazol-4-yl)pyridin-2-yl)urea